ClC1=CC=2C(C=N1)=CN(N2)C2CCC(CC2)CNC(OCCCC)=O butyl {[(1r,4r)-4-(6-chloro-2H-pyrazolo[4,3-c]pyridin-2-yl)cyclohexyl]methyl}carbamate